N-(4,4-Difluorocyclohexyl)-4-methyl-2-(4-morpholinophenoxy)-1H-imidazole-1-carboxamide FC1(CCC(CC1)NC(=O)N1C(=NC(=C1)C)OC1=CC=C(C=C1)N1CCOCC1)F